CNC(=O)C=1C=NC(=NC1)N1CCN(CC1)C(=O)C1=CC=C(C=C1)C1=NC2=C(N1)C=CC=C2C(=O)N 2-(4-(4-(5-(methylcarbamoyl)pyrimidin-2-yl)piperazine-1-carbonyl)phenyl)-1H-benzo[d]imidazole-4-carboxamide